C(C1=CC=CC=C1)OC(=O)C=1N(C=CC1C1=CC=C(C=C1)C(=O)OC(C)(C)C)S(NC(=O)OCC1=CC=CC=C1)(=O)=O 1-(Benzyloxycarbonylsulfamoyl)-3-(4-t-butoxycarbonylphenyl)pyrrole-2-carboxylic acid benzyl ester